CC(CNC(\C=C\C=C\C=C\C=C/C=C/CCC)=O)C 2E,4E,8Z,10E,12E-tetradecapentaenoic acid-N-(2-methylpropyl)-amide